dichloro-benzenedimethanol ClC=1C(=C(C(=CC1)CO)CO)Cl